FC1=C2C=C(NC2=CC=C1OC1=CC=NC2=CC(=C(C=C12)OC)O)C 4-(4-fluoro-2-methyl-1H-indol-5-yloxy)-6-methoxyquinolin-7-ol